FC1=NC=CC2=C1C[C@@H]1CC[C@H]2N1C(=O)NC1=CC=C(C=C1)C=1N=CSC1 (5R,8S)-1-fluoro-N-(4-(thiazol-4-yl)phenyl)-6,7,8,9-tetrahydro-5H-5,8-epiminocyclohepta[c]pyridine-10-carboxamide